C1(=CC=CC=C1)COC=1C=C(C=CC1)[C@@H](CO)C1CC1 (S)-2-(3-(phenylmethyloxy)phenyl)-2-cyclopropylethanol